C(CCCCCCCCCCC)N[C@@H](CC(=O)N)C(=O)N n-dodecylaspartamid